BrC1=CN=C(C(=N1)C(=O)OC)N1CCC2(CC1)[C@@H](C=1C(=NC=CC1)C2)N[S@@](=O)C(C)(C)C Methyl 6-bromo-3-((S)-5-(((S)-tert-butylsulfinyl)amino)-5,7-dihydrospiro[cyclopenta[b]pyridine-6,4'-piperidine]-1'-yl)pyrazine-2-carboxylate